3-methyl-6-[2-(trimethylsilyl)ethynyl]imidazo[4,5-b]pyridine CN1C=NC=2C1=NC=C(C2)C#C[Si](C)(C)C